N-(naphthalen-1-yl)dibenzo[b,d]Thiophene-4-amine C1(=CC=CC2=CC=CC=C12)NC1=CC=CC2=C1SC1=C2C=CC=C1